2-(2-phenyl-1,2,3,4-tetrahydroquinolin-6-yl)ethane-1-one C1(=CC=CC=C1)C1NC2=CC=C(C=C2CC1)CC=O